5-(3-((E)-((1S,2S,5R)-2-fluoro-9-azabicyclo[3.3.1]nonan-3-ylidene)methyl)-1,2,4-triazin-6-yl)-2-(1H-imidazol-1-yl)pyridin-4-ol F[C@@H]\1[C@@H]2CCC[C@H](C/C1=C\C=1N=NC(=CN1)C=1C(=CC(=NC1)N1C=NC=C1)O)N2